C(#N)C[C@@H]1N(CCN(C1)C=1C2=C(N=C(N1)SC)C[C@]1(CC3=CC=CC=C3CC1)C2)C(=O)OC(C)(C)C tert-Butyl (S)-2-(cyanomethyl)-4-((R)-2-(methylthio)-3',4',5,7-tetrahydro-1'H-spiro[cyclopenta[d]pyrimidine-6,2'-naphthalen]-4-yl)piperazine-1-carboxylate